ethyl 5-[(3aS,4S,6aR)-1,3-dibenzyl-2-oxohexahydro-1H-thieno[3,4-d]imidazol-4-yl]pentanoate C(C1=CC=CC=C1)N1C(N([C@H]2[C@@H]1CS[C@H]2CCCCC(=O)OCC)CC2=CC=CC=C2)=O